3-amino-N-((3-fluoropyridin-2-yl)methyl)-6-(3-methylimidazo[1,2-a]pyridin-6-yl)-5-morpholinylpyrazine-2-carboxamide NC=1C(=NC(=C(N1)N1CCOCC1)C=1C=CC=2N(C1)C(=CN2)C)C(=O)NCC2=NC=CC=C2F